tert-butyl 3-(2-(benzyloxy)-1-hydroxyethyl)-3-nitropiperidine-1-carboxylate C(C1=CC=CC=C1)OCC(O)C1(CN(CCC1)C(=O)OC(C)(C)C)[N+](=O)[O-]